S(=O)=C1CC=CC2=CC3=CC=CC=C3C=C12 thionyl-anthracene